N-benzyl-3,3'-iminodipropionic acid C(C1=CC=CC=C1)N(CCC(=O)O)CCC(=O)O